isohexenyl pyruvate C(C(=O)C)(=O)OC=CCC(C)C